C1(CC1)C1=NC=NC(=C1C1=NC(=CC(=N1)C)S(=O)(=O)C)OC(F)F 2-[4-cyclopropyl-6-(difluoromethoxy)pyrimidin-5-yl]-4-methyl-6-methylsulfonyl-pyrimidine